OC1=CC=CC2=C1NC(O2)=O 4-Hydroxybenzo[d]oxazole-2(3H)-one